C1(=CC=CC2=CC=CC=C12)C1=CC=C(O1)C1=NC2=CC=C(C=C2C(=C1)C(=O)O)[N+](=O)[O-] 2-(5-(naphthalen-1-yl)furan-2-yl)-6-nitroquinoline-4-carboxylic acid